1-cyclobutyl-N-((2-((4-(6-(hexyloxy)-1H-indazol-4-yl)-1H-1,2,3-triazole-1-yl)methyl)imidazo[1,2-a]pyridin-6-yl)methyl)methanamine hydrochloride Cl.C1(CCC1)CNCC=1C=CC=2N(C1)C=C(N2)CN2N=NC(=C2)C2=C1C=NNC1=CC(=C2)OCCCCCC